CN1CC(CCC1)NC1=NN=CC=2CCCCC12 4-((1-methylpiperidin-3-yl)amino)-5,6,7,8-tetrahydrophthalazine